2-(1-cyclopropyl-2-hydroxy-2-methylpropyl)-7-(4-(5-ethyl-1,3,4-oxadiazol-2-yl)phenyl)isoindolin-1-one C1(CC1)C(C(C)(C)O)N1C(C2=C(C=CC=C2C1)C1=CC=C(C=C1)C=1OC(=NN1)CC)=O